COC=1C(=C2C=CN(C2=C(C1)C)C(=O)OC(C)(C)C)CN1[C@@H](C[C@@H](CC1)C)C1=CC=C(C=C1)[S@@](=O)(=N)C tert-Butyl 5-methoxy-7-methyl-4-(((2S,4R)-4-methyl-2-(4-((R)-S-methylsulfonimidoyl)phenyl)piperidin-1-yl)methyl)-1H-indole-1-carboxylate